1-(3,3-difluorocyclopentyl)-2-oxo-1,2-dihydropyridine-3-carboxylic acid FC1(CC(CC1)N1C(C(=CC=C1)C(=O)O)=O)F